bis(3-propoxy)silane CCCO[SiH2]OCCC